2-(1H-pyrazol-4-yl)-1-(5-(4-(trifluoromethyl)-phenoxy)-3,4-dihydroisoquinolin-2(1H)-yl)ethan-1-one N1N=CC(=C1)CC(=O)N1CC2=CC=CC(=C2CC1)OC1=CC=C(C=C1)C(F)(F)F